(S)-3-(5-chloro-2-fluorophenyl)-3-hydroxypropionic acid ClC=1C=CC(=C(C1)[C@H](CC(=O)O)O)F